CN(CCC=1C(=NC(=CC1)CO)C(=O)NC)C (2-(dimethylamino)ethyl)-6-(hydroxymethyl)-N-methylpyridineamide